ClC=1C=C(C=CC1)NCC1(CN(C1)C(=O)C1=C(C(=C(C=C1)F)F)NC1=C(C=C(C=C1)I)F)O 3-{[(3-chlorophenyl)amino]Methyl}-1-({3,4-difluoro-2-[(2-fluoro-4-iodophenyl)amino]Phenyl}carbonyl)azetidin-3-ol